[Si](C)(C)(C(C)(C)C)O[C@H]1CC[C@@]2([C@H]3CC[C@@]4([C@H](CC[C@H]4[C@@H]3CCC2C1)C(C)=O)C)C 1-((3S,8R,9S,10S,13S,14S,17S)-3-((tert-butyldimethylsilyl)oxy)-10,13-dimethylhexadecahydro-1H-cyclopenta[a]phenanthren-17-yl)ethan-1-one